BrC1=C(N(C2=NC(=CC=C21)OC2=C(C=CC=C2)F)C)C(=O)OC Methyl 3-bromo-6-(2-fluorophenoxy)-1-methyl-1H-pyrrolo[2,3-b]pyridine-2-carboxylate